acryloxy-ethyl-phosphorylcholine C(=O)(C=C)OP(=O)(CC)OCC[N+](C)(C)C